4-[8-Methyl-2-[4-(4-methylpiperazin-1-yl)anilino]-7-oxo-pyrido[2,3-d]pyrimidin-6-yl]-3-phenyl-piperazine-1-carboxylic acid tert-butyl ester C(C)(C)(C)OC(=O)N1CC(N(CC1)C1=CC2=C(N=C(N=C2)NC2=CC=C(C=C2)N2CCN(CC2)C)N(C1=O)C)C1=CC=CC=C1